1-(2-((2,2-difluorobenzo[d][1,3]dioxol-5-yl)amino)-5-methylpyridin-4-yl)-N-(2-hydroxy-1-phenyl-ethyl)-1H-pyrrole-3-amide FC1(OC2=C(O1)C=CC(=C2)NC2=NC=C(C(=C2)N2C=C(C=C2)C(=O)NC(CO)C2=CC=CC=C2)C)F